5,8-dibromo-6,7-difluoro-2-hydroxyquinoxaline BrC1=C2N=CC(=NC2=C(C(=C1F)F)Br)O